C(C(=C)C)(=O)NCC(CS(=O)(=O)O)O 3-methacrylamido-2-hydroxypropylsulfonic acid